4-{(1S,3S)-3-[3-(2-hydroxycyclohexyl)-1,2,4-oxadiazol-5-yl]-2,2-dimethylcyclopropyl}benzenesulfonamide OC1C(CCCC1)C1=NOC(=N1)[C@@H]1C([C@H]1C1=CC=C(C=C1)S(=O)(=O)N)(C)C